O=C1C(CC2=C(CN1)C=CC=C2)NC(OC(C)(C)C)=O tert-butyl 3-oxo-2,3,4,5-tetrahydro-1H-benzo[c]azepin-4-ylcarbamate